C(CC)SCCO 2-(propylthio)ethanol